(+-)-2-(2-ethylphenyl)azepane-1-carbaldehyde C(C)C1=C(C=CC=C1)[C@@H]1N(CCCCC1)C=O |r|